CC(CCCC)OP1(OCCO1)=O (2-hexyloxy)-2-oxo-1,3,2-dioxaphospholane